ClC1=C2N=CN(C2=NC(=N1)I)[C@@H]1[C@@H]2[C@H]([C@@H]3[C@H]1OC(O3)(C)C)C2 6-chloro-9-((3aR,3bR,4aS,5R,5aS)-2,2-dimethylhexahydrocyclopropa[3,4]cyclopenta[1,2-d][1,3]dioxol-5-yl)-2-iodo-9H-purine